FC1=C(OCC2CNC2)C=CC(=C1)C(F)(F)F 3-((2-Fluoro-4-(trifluoromethyl)phenoxy)methyl)azetidine